NC=1C2=C(N=CN1)N(C(=C2C2=CC(=C(C=C2)OC2=NC(=CC=C2)C)C#N)C2=CC=C(C=C2)NC(C(=C)C)=O)C N-(4-(4-amino-5-(3-cyano-4-((6-methylpyridin-2-yl)oxy)phenyl)-7-methyl-7H-pyrrolo[2,3-d]pyrimidin-6-yl)phenyl)methacrylamide